(R)-methyl 2-amino-3-(3-(5-ethylisoxazol-4-yl)-5-fluorobenzamido)propanoate N[C@@H](C(=O)OC)CNC(C1=CC(=CC(=C1)F)C=1C=NOC1CC)=O